({[1,1'-biphenyl]-2-yl}amino)palladium C1(=C(C=CC=C1)N[Pd])C1=CC=CC=C1